butyl (R)-4-(2-amino-3-(diethoxyphosphoryl)propanoyl)piperazine-1-carboxylate N[C@H](C(=O)N1CCN(CC1)C(=O)OCCCC)CP(=O)(OCC)OCC